2-methyl-4-oxa-1-azatricyclo[7.3.1.05,13]tridecan-5(13),6,8,11-tetraen-10-one CC1N2C=CC(C3=CC=CC(OC1)=C23)=O